CC=1C=C(C(=O)OC)C=CC1 methyl 3-methyl-benzoate